4-(3,4-dichlorophenyl)-6-methyl-2-oxo-5-vinyl-1H-pyridine-3-carboxylic acid ethyl ester C(C)OC(=O)C=1C(NC(=C(C1C1=CC(=C(C=C1)Cl)Cl)C=C)C)=O